tert-Butyl 3-(4-amino-2-chloro-5-fluorophenoxy)-1H-pyrazole-1-carboxylate NC1=CC(=C(OC2=NN(C=C2)C(=O)OC(C)(C)C)C=C1F)Cl